8-(2-(3,3,3-trifluoropropyl)-7H-pyrrolo[2,3-d]pyrimidin-5-yl)-3,4-dihydrobenzo[f][1,4]oxazepin-5(2H)-one FC(CCC=1N=CC2=C(N1)NC=C2C2=CC1=C(C(NCCO1)=O)C=C2)(F)F